ClC=1C(=CC2=C(N(C(N=C2N2[C@H](CN(CC2)C(=O)OC(C)(C)C)C)=O)C=2C(=NC=NC2C)C(C)C)N1)F tert-butyl (S)-4-(7-chloro-6-fluoro-1-(4-isopropyl-6-methylpyrimidin-5-yl)-2-oxo-1,2-dihydropyrido[2,3-d]pyrimidin-4-yl)-3-methylpiperazine-1-carboxylate